2-phenyl-N-(6-silaspiro[5.5]undecan-3-yl)-4H-pyrrolo[2,3-d]thiazole-5-carboxamide C1(=CC=CC=C1)C=1SC2=C(N1)NC(=C2)C(=O)NC2CC[Si]1(CC2)CCCCC1